3-(3-(1-methyl-1H-pyrazol-4-yl)pyrazolo[1,5-a]pyridin-5-yl)-N-(1-methylpiperidin-4-yl)-1H-pyrrolo[2,3-b]pyridine-5-carboxamide CN1N=CC(=C1)C=1C=NN2C1C=C(C=C2)C2=CNC1=NC=C(C=C12)C(=O)NC1CCN(CC1)C